2-thienyl-DL-alanine S1C(=CC=C1)N[C@@H](C)C(=O)O |r|